3-chloro-4-(2-(3-(2-cyclopropyl-1H-imidazol-1-yl)phenoxy)ethoxy)benzonitrile ClC=1C=C(C#N)C=CC1OCCOC1=CC(=CC=C1)N1C(=NC=C1)C1CC1